methoxycyclohexyl cinnamate C(C=CC1=CC=CC=C1)(=O)OC1(CCCCC1)OC